(R)-(5-bromo-pyridin-3-yl)-(1,3-dimethyl-azetidin-3-yl)-(4-isopropyl-phenyl)-methanol BrC=1C=C(C=NC1)[C@@](O)(C1=CC=C(C=C1)C(C)C)C1(CN(C1)C)C